[Se]=S.[Zn].[Cd] cadmium zinc selenosulfide